1-phenyl-2-(p-toluidinyl)ethanone (1s,3s)-3-(2-cyanoacetyl)cyclobutyl-1,2,2-trimethylhydrazine-1-carboxylate C(#N)CC(=O)C1CC(C1)OC(=O)N(N(C)C)C.C1(=CC=CC=C1)C(CNC1=CC=C(C=C1)C)=O